cobalt Nickel selenide [Ni]=[Se].[Co]